OC[C@@H]1OC[C@H](CO1)N1C(C2=CC=CC=C2C1=O)=O 2-[trans-2-(hydroxymethyl)-1,3-dioxane-5-yl]-2,3-dihydro-1H-isoindole-1,3-dione